C(C)ONC(C1=CN=C(C=C1NC1=C(C=C(C=C1)OC)N(S(=O)(=O)C)C)NC=1SC(=CN1)C)=O N-ethoxy-4-((4-methoxy-2-(N-methylmethanesulfonamido)phenyl)amino)-6-(5-methylthiazole-2-ylamino)nicotinamide